3-(2-fluoro-3-nitrophenyl)-2-methoxypyridine FC1=C(C=CC=C1[N+](=O)[O-])C=1C(=NC=CC1)OC